N-phenoxycarbonyl-theanine Rel-tert-butyl-N-[5-[[2-[(2R,5S)-2-(6-amino-3-pyridyl)-5-methyl-1-piperidyl]-2-oxo-acetyl]amino]-3-methyl-2-pyridyl]carbamate C(C)(C)(C)N(C(O)=O)C1=NC=C(C=C1C)NC(C(=O)N1[C@H](CC[C@@H](C1)C)C=1C=NC(=CC1)N)=O.O(C1=CC=CC=C1)C(=O)N[C@@H](CCC(=O)NCC)C(=O)O |o1:20,23|